ClC1=C(C(=CC=C1Cl)OCOCC[Si](C)(C)C)C1CC(N(C1)CCC(=O)OC)=O methyl 3-(4-(2,3-dichloro-6-((2-(trimethylsilyl)ethoxy)methoxy)phenyl)-2-oxopyrrolidin-1-yl)propanoate